5-(1H-imidazol-1-yl)-2-{6-[methyl-(piperidin-4-yl)amino][1,3]thiazolo[4,5-c]pyridazin-3-yl}phenol formate salt C(=O)O.N1(C=NC=C1)C=1C=CC(=C(C1)O)C1=CC2=C(N=N1)N=C(S2)N(C2CCNCC2)C